tert-butyl 7-(2-{[4-(hydroxymethyl)phenyl]amino}-5H,6H,7H,8H-pyrido[3,4-d]pyrimidin-7-yl)-8-methyl-1H,2H,3H-pyrido[2,3-b][1,4]oxazine-1-carboxylate OCC1=CC=C(C=C1)NC=1N=CC2=C(N1)CN(CC2)C2=C(C1=C(OCCN1C(=O)OC(C)(C)C)N=C2)C